2-(9-Bromo-2-(2,6-dichlorophenyl)imidazo[2,1-f][1,6]naphthyridin-3-yl)ethan-1-ol BrC=1C=NC=2C=CN3C(C2C1)=NC(=C3CCO)C3=C(C=CC=C3Cl)Cl